(3-{4-methyl-6-[(1R)-1-(propane-1-sulfonamido)propyl]pyridin-3-yl}-1,6-naphthyridin-7-yl)cyclopropanecarboxamide CC1=C(C=NC(=C1)[C@@H](CC)NS(=O)(=O)CCC)C=1C=NC2=CC(=NC=C2C1)C1(CC1)C(=O)N